N-[(4S)-6-Chloro-3,4-dihydro-2H-1-benzopyran-4-yl]-2-[3-(4-chloro-3-fluorophenyl)-1-ethyl-1H-1,2,4-triazol-5-yl]-2,2-difluoroacetamid ClC=1C=CC2=C([C@H](CCO2)NC(C(F)(F)C2=NC(=NN2CC)C2=CC(=C(C=C2)Cl)F)=O)C1